(Z)-N-(Bis(2,6-diethoxyphenyl)phosphanyl)-2,7-bis(3,5-bis(trifluoromethyl)phenyl)-9H-carbazole-9-carbimidate C(C)OC1=C(C(=CC=C1)OCC)P(\N=C(/[O-])\N1C2=CC(=CC=C2C=2C=CC(=CC12)C1=CC(=CC(=C1)C(F)(F)F)C(F)(F)F)C1=CC(=CC(=C1)C(F)(F)F)C(F)(F)F)C1=C(C=CC=C1OCC)OCC